NCC1=CC=C2C=C(NC2=C1)C([2H])([2H])NCC1CCC1 1-[6-(aminomethyl)-1H-indol-2-yl]-N-(cyclobutylmethyl)-1,1-dideutero-methylamine